[Si](C)(C)(C(C)(C)C)OC1CCC=2C(=NC(=C(C21)C2=C(C=C(C=C2)F)OC)C2=NN1C(CN(CC1)C(=O)OC(C)(C)C)=C2)O tert-butyl 2-[5-[tert-butyl (dimethyl)silyl]oxy-4-(4-fluoro-2-methoxy-phenyl)-1-hydroxy-6,7-dihydro-5H-cyclopenta[c]pyridin-3-yl]-6,7-dihydro-4H-pyrazolo[1,5-a]pyrazine-5-carboxylate